1-(2-Chloropyridin-4-yl)-3-(3-methylisothiazol-5-yl)urea ClC1=NC=CC(=C1)NC(=O)NC1=CC(=NS1)C